ClC1=NC(=C2N=CN(C2=N1)C1OCCCC1)NCC=1C(NC(=CC1C)C)=O 3-(((2-chloro-9-(tetrahydro-2H-pyran-2-yl)-9H-purin-6-yl)amino)methyl)-4,6-dimethylpyridin-2(1H)-one